C(C=CC=CCCCCCCCCCCCCC)(=O)OO peroxyoctadecadienoic acid